OC=1C(=NC=CC1OC)C(=O)N[C@H](C(=O)OC1C(CC1)C1=C(C=C(C=C1)F)F)C [2-(2,4-difluorophenyl) cyclobutyl] (2S)-2-[(3-hydroxy-4-methoxy-pyridine-2-carbonyl) amino]propanoate